(R)-N-(1-(9H-pyrido[3,4-b]indol-1-yl)ethyl)acetamide C1(=NC=CC2=C1NC1=CC=CC=C21)[C@@H](C)NC(C)=O